2-(1H-benzo[d]imidazol-2-yl)-N-((3-(3,7-dimethylocta-2,6-dien-1-yl)-2,4-dihydroxy-6-pentylphenyl)sulfonyl)acetamide N1C(=NC2=C1C=CC=C2)CC(=O)NS(=O)(=O)C2=C(C(=C(C=C2CCCCC)O)CC=C(CCC=C(C)C)C)O